3-chloro-6-[6-(dimethylphosphoryl)pyridin-3-yl]-N-[(1R)-1-(5-ethynyl-2-fluorophenyl)ethyl]-7-fluoro-2-methyl-1,5-naphthyridin-4-amine ClC=1C(=NC2=CC(=C(N=C2C1N[C@H](C)C1=C(C=CC(=C1)C#C)F)C=1C=NC(=CC1)P(=O)(C)C)F)C